C(C)NC(C1=C(C=C(C=C1OC)N1C=NC2=C1C=CC(=C2)C=2C=NC(=CC2)N2CCOCC2)OC)=O n-ethyl-2,6-dimethoxy-4-[5-(6-morpholino-3-pyridyl)benzimidazol-1-yl]benzamide